COC1CCC(CC1)NC1=NC=C(C(=N1)N[C@@H](C)C(C)C)C(=O)N 2-((1r,4S)-4-methoxycyclohexylamino)-4-((S)-3-methylbutan-2-ylamino)pyrimidine-5-carboxamide